C(C)(C)(C)OC(=O)N1CC(C1)CS(=O)(=O)C(C)C 3-(isopropyl-sulfonyl-methyl)azetidine-1-carboxylic acid tert-butyl ester